(S)-2-[(2-chloro-5-nitro-4-pyrimidinyl)-cyclopentylamino]Butyric acid methyl ester COC([C@H](CC)N(C1CCCC1)C1=NC(=NC=C1[N+](=O)[O-])Cl)=O